OC1(CCN(CC1)C(C[C@@H](C)C1=CC=CC=C1)=O)CN1C=NC(=CC1=O)C1=CC=NN1 (R)-3-((4-Hydroxy-1-(3-phenylbutanoyl)piperidin-4-yl)methyl)-6-(1H-pyrazol-5-yl)pyrimidin-4(3H)-one